2-chloro-1-[1-(oxetan-3-yl)pyrazol-4-yl]ethanone ClCC(=O)C=1C=NN(C1)C1COC1